N-[2-(4-formylcyclohexyl)-6-methylsulfinyl-indazol-5-yl]-6-(trifluoromethyl)pyridine-2-carboxamide C(=O)C1CCC(CC1)N1N=C2C=C(C(=CC2=C1)NC(=O)C1=NC(=CC=C1)C(F)(F)F)S(=O)C